FC(C(=O)O)(F)F.ClC=1C(=C(C(=CC1)F)C=1N=CN(C(C1)=O)[C@H]1CCC[C@H](C(NC=2C=NNC2C=2C=CN=C1C2)=O)C)F (9R,13S)-13-[4-(3-chloro-2,6-difluorophenyl)-6-oxo-1,6-dihydropyrimidin-1-yl]-9-methyl-3,4,7,15-tetraazatricyclo[12.3.1.02,6]octadeca-1(18),2(6),4,14,16-pentaen-8-one trifluoroacetate